(3,4-epoxycyclohexyl)ethylmethoxydiethyl-silane C1(CC2C(CC1)O2)CC[Si](CC)(CC)OC